FC(C(C=C)=O)(F)F trifluoro-but-1-en-3-one